(6S,7S,10R,13S)-7-hydroxy-6-(hydroxymethyl)-10,13-dimethyl-3-(2-(piperidin-4-yl)ethyl)tetradecahydro-1H-cyclopenta[a]phenanthren-17(2H)-one O[C@@H]1[C@@H](C2CC(CC[C@@]2(C2CC[C@@]3(C(CCC3C12)=O)C)C)CCC1CCNCC1)CO